5-(2,3-dichloro-6-hydroxyphenyl)-1-(pyrrolidin-3-yl)piperidin-2-one ClC1=C(C(=CC=C1Cl)O)C1CCC(N(C1)C1CNCC1)=O